ClC=1C(=CC(=NC1)NC(CC1=CC=NC=C1)=O)C1=C2N(N=C1)CC(C2)(C)C N-(5-chloro-4-(5,5-dimethyl-5,6-dihydro-4H-pyrrolo[1,2-b]pyrazol-3-yl)pyridin-2-yl)-2-(pyridin-4-yl)acetamide